C12(CC3CC(CC(C1)C3)C2)CNC(=O)C=2C=C3C=CN(C3=CC2)CC2=CC(=C(C=C2)C(NO)=O)O N-(((3r,5r,7r)-adamantan-1-yl)methyl)-1-(3-hydroxy-4-(hydroxycarbamoyl)benzyl)-1H-indole-5-carboxamide